COC(=O)C1C2CC2CNN1.C(C)SC(C=O)C ethylthiopropanal methyl-3,4-diazabicyclo[4.1.0]heptane-2-carboxylate